3-(4-Bromophenyl)-1-(2-hydroxy-4-methoxyphenyl)prop-2-en-1-one BrC1=CC=C(C=C1)C=CC(=O)C1=C(C=C(C=C1)OC)O